4-(((1r,4r)-4-Acetyl-cyclohexyl)methoxy)-3-(methyl-sulfonyl)benzaldehyde C(C)(=O)C1CCC(CC1)COC1=C(C=C(C=O)C=C1)S(=O)(=O)C